O=C1NC(CCC1N1C(C2=CC=CC(=C2C1=O)SCCCCCCI)=O)=O 2-(2,6-dioxopiperidin-3-yl)-4-(6-iodohexylthio)isoindoline-1,3-dione